C1CNC[C@H]2N1C1=C(OCC2)C=C(C=C1)N1C(NC(CC1)=O)=O (S)-1-(2,3,4,4a,5,6-Hexahydro-1H-benzo[b]pyrazino[1,2-d][1,4]oxazepin-9-yl)dihydropyrimidine-2,4(1H,3H)-dione